C(C)C1=CC=C(C=N1)CN1C2CN(CC1C2)C2=CC=C(C=N2)C=2C=1N(C=C(C2)OCC(C)(C)O)N=C(C1C#N)F 4-(6-(6-((6-ethylpyridin-3-yl)methyl)-3,6-diaza-bicyclo[3.1.1]-heptan-3-yl)pyridin-3-yl)-2-fluoro-6-(2-hydroxy-2-methylpropoxy)pyrazolo[1,5-a]pyridine-3-carbonitrile